[(3S,3aR,6S,6aR)-3-hydroxy-2,3,3a,5,6,6a-hexahydrofuro[3,2-b]furan-6-yl] (2S)-2-[(2-chloro-6-methyl-benzoyl)amino]-3-[4-(1,3,4-trimethyl-2,6-dioxo-pyrimidin-5-yl)phenyl]propanoate ClC1=C(C(=O)N[C@H](C(=O)O[C@H]2CO[C@H]3[C@@H]2OC[C@@H]3O)CC3=CC=C(C=C3)C3=C(N(C(N(C3=O)C)=O)C)C)C(=CC=C1)C